decenylphosphoryl-β-D-arabinofuranose C(=CCCCCCCCC)P(=O)=C([C@@H]1[C@H]([C@@H]([C@H](O)O1)O)O)O